FC1=C(C(=O)OC)C(=C(C=C1I)[N+](=O)[O-])C Methyl 2-fluoro-3-iodo-6-methyl-5-nitrobenzoate